C(CCCCCCCCC)NC(=O)C=1OC(=CC1)C(=O)NCCCCCCCCCC N2,N5-didecylfuran-2,5-dicarboxamide